2-decanamido-3-((2-methacryloxyethyl)amino)-3-oxopropan-1-sulfonat C(CCCCCCCCC)(=O)NC(CS(=O)(=O)[O-])C(=O)NCCOC(C(=C)C)=O